C(C(=C)C)(=O)OCCOCCOCCOCCOCCOCCOC=1C=CC=2C(C3=CC=CC=C3OC2C1)=C(C#N)C#N 17-((9-(Dicyanomethylene)-9H-xanthen-3-yl)oxy)-3,6,9,12,15-pentaoxaheptadecyl methacrylate